C1(CC1)C1N(CCNC1)C1CCN(CC1)C1(CC=C(C=C1NC1=NC=NC(=C1)N1OCC[C@@H]1C1=CC(=CC(=C1)F)F)C(C(=O)N)=C)OC 2-(4-(4-(cyclopropylpiperazine-1-yl)piperidine-1-yl)-5-((6-((R)-3-(3,5-difluorophenyl)-isoxazolidine-2-yl)pyrimidine-4-yl)amino)-4-methoxyphenyl)acrylamide